5-(4-((3-(3-ethylureido)isoxazol-5-yl)methyl)piperidin-1-yl)-N,6-dimethylpicolinamide C(C)NC(NC1=NOC(=C1)CC1CCN(CC1)C=1C=CC(=NC1C)C(=O)NC)=O